ETHYLHEXYL METHOXY CINNAMATE CCCCCCOC(=O)/C=C/C1=CC=CC(=C1OC)CC